O1CCN(CC1)S(=O)(=O)C1=CC=C(C=C1)C1=CC(=CC=2NC=NC21)C(F)(F)F 4-(4-(morpholinosulfonyl)phenyl)-6-(trifluoromethyl)-1H-benzo[d]imidazole